2,6-dioxopiperidin-3-yl-4-((5-(2-fluoro-6-methylphenoxy)-1-methyl-1H-indazol-4-yl)amino)isoindoline-1,3-dione O=C1NC(CCC1N1C(C2=CC=CC(=C2C1=O)NC1=C2C=NN(C2=CC=C1OC1=C(C=CC=C1C)F)C)=O)=O